3-(1-(2-azabicyclo[2.1.1]hexan-5-yl)-6-fluoro-7-(3-hydroxynaphthalen-1-yl)-4-(((S)-1-methylpyrrolidin-2-yl)methoxy)-3-(1H-pyrazol-4-yl)-1H-pyrrolo[3,2-c]quinolin-8-yl)propanenitrile C12NCC(C1N1C=C(C=3C(=NC=4C(=C(C(=CC4C31)CCC#N)C3=CC(=CC1=CC=CC=C31)O)F)OC[C@H]3N(CCC3)C)C=3C=NNC3)C2